ClC1=NC=C(C(=C1)C1=C(C=NC(=C1)C)C(=O)NC=1SC2=C(N1)CN(C2)C(C2=C(N=CC(=C2)C(F)F)C)=O)OC 2'-chloro-N-(5-(5-(difluoro-methyl)-2-methyl-nicotinoyl)-5,6-dihydro-4H-pyrrolo[3,4-d]thiazol-2-yl)-5'-methoxy-6-methyl-[4,4'-bipyridine]-3-carboxamide